methyl (R)-2-(3-((6-(((S)-1-(4-(tert-butyl)phenyl)ethyl)carbamoyl)-1,2-dimethyl-1H-indol-3-yl)methyl)-2-chlorophenoxy)propanoate C(C)(C)(C)C1=CC=C(C=C1)[C@H](C)NC(=O)C1=CC=C2C(=C(N(C2=C1)C)C)CC=1C(=C(O[C@@H](C(=O)OC)C)C=CC1)Cl